[Na+].P(=O)([O-])([O-])OC[C@H]([C@H]([C@@H]([C@H](C=O)O)O)O)O.[Na+] D-Glucose 6-phosphate sodium salt